FC=1C=C(OC2=C(C=C3CCN[C@](C3=C2)(C)CC(=O)NC=2SC=CN2)OC)C=CC1OC (R)-2-(7-(3-fluoro-4-methoxyphenoxy)-6-methoxy-1-methyl-1,2,3,4-tetrahydroisoquinolin-1-yl)-N-(thiazol-2-yl)acetamide